C(#N)C1=CC=C(CNC(=O)C2=CC=3C(=C(N=NC3)OCC3(CC3)S(N(C3=NC=CN=C3)C)(=O)=O)N(C2=O)C)C=C1 N-(4-cyanobenzyl)-1-methyl-8-((1-(N-methyl-N-(pyrazin-2-yl)sulfamoyl)cyclopropyl)methoxy)-2-oxo-1,2-dihydropyrido[2,3-d]pyridazine-3-carboxamide